C1(=CC=CC=C1)P(O)(O)C1=CC=CC=C1.C(C1=CC=CC=C1)(=O)O.CC(CO)C(CO)C 2,3-dimethyl-1,4-butanediol benzoate diphenylphosphonite